N1N=C(C2=CC=CC=C12)C1CCN(CC1)C(=O)C=1C=CC2=C(NC(CO2)=O)C1 6-[4-(1H-Indazol-3-yl)piperidine-1-carbonyl]-4H-1,4-benzoxazin-3-one